2,4,6-trichloro-3-fluoroaniline ClC1=C(N)C(=CC(=C1F)Cl)Cl